O=C1NC(CCC1C=1C=NN2C1C=CC(=C2)C2CCN(CC2)C(=O)OC(C)(C)C)=O tert-butyl 4-(3-(2,6-dioxopiperidin-3-yl)pyrazolo[1,5-a]pyridin-6-yl)piperidine-1-carboxylate